N-(3,3-difluorocyclobutyl)-6-(6-(4-methoxypyridin-3-yl)-4-methyl-1H-pyrazolo[4,3-c]pyridin-1-yl)-4-((2R,3S)-2-methyl-3-((methylsulfonyl)methyl)azetidin-1-yl)pyridin-2-amine FC1(CC(C1)NC1=NC(=CC(=C1)N1[C@@H]([C@H](C1)CS(=O)(=O)C)C)N1N=CC=2C(=NC(=CC21)C=2C=NC=CC2OC)C)F